3-[tert-butyl(dimethyl)silyl]oxypropanal [Si](C)(C)(C(C)(C)C)OCCC=O